C1(=C(C(=CC(=C1)C)C)/C=C/C(=O)C1=CC2=CC=CC=C2C=C1)C (E)-3-mesityl-1-(naphthalen-2-yl)prop-2-en-1-one